COC1=CC=C(CN(C2=NC=NN3C2=CC=C3C=3C=NN(C3)C=3C(=CC(=C(C3)NC(C3=CC(=CC=C3)C(F)(F)F)=O)F)C)CC3=CC=C(C=C3)OC)C=C1 N-(5-(4-(4-(bis(4-methoxybenzyl)amino)pyrrolo[2,1-f][1,2,4]triazin-7-yl)-1H-pyrazol-1-yl)-2-fluoro-4-methylphenyl)-3-(trifluoromethyl)benzamide